ClC=1C=C2C(=CN=C(C2=CN1)N1[C@@H](CC1)C(C)=O)C(C)C (S)-1-(1-(6-chloro-4-isopropyl-2,7-naphthyridin-1-yl)azetidin-2-yl)ethan-1-one